BENZOFURO[3,2-D]PYRIMIDIN-2,4-DICARBONITRIL N1=C(N=C(C2=C1C1=C(O2)C=CC=C1)C#N)C#N